C(C)(C)(C)OC(=O)N1C2(CC(C1)C2)CO[Si](C)(C)C(C)(C)C (((tert-butyldimethylsilyl)oxy)methyl)-2-azabicyclo[2.1.1]hexane-2-carboxylic acid tert-butyl ester